CC=1C(=NC(=C(N1)C)C)C=O 3,5,6-TRIMETHYL-2-PYRAZINECARBALDEHYDE